cis-3-indoleacrylic acid N1C=C(C2=CC=CC=C12)\C=C/C(=O)O